ClC1=C(C=C(C=C1)F)C1C=2N(CC(N1)=O)C(=CC2NC(C2=CC(=CC(=C2)C(F)(F)F)F)=O)C(=O)O 1-(2-chloro-5-fluorophenyl)-8-(3-fluoro-5-(trifluoromethyl)benzamido)-3-oxo-1,2,3,4-tetrahydropyrrolo[1,2-a]pyrazine-6-carboxylic acid